(8S)-N-((S)-1-cyano-2-(4-(3-methyl-2-oxo-2,3-dihydrobenzo[d]oxazol-5-yl)phenyl)ethyl)-1,7-dioxa-10-azaspiro[4.6]undecane-8-carboxamide C(#N)[C@H](CC1=CC=C(C=C1)C=1C=CC2=C(N(C(O2)=O)C)C1)NC(=O)[C@H]1OCC2(CCCO2)CNC1